5-amino-2-methyl-2-(1-methyl-6-nitro-indazol-3-yl)-5-oxo-pentanoic acid NC(CCC(C(=O)O)(C1=NN(C2=CC(=CC=C12)[N+](=O)[O-])C)C)=O